C(CCC)(=O)OC1=C(C(=C(C=C1)C)C(C)C)O methyl-(2-hydroxy-3-isopropylphenyl) butanoate